N1(CCOCC1)CCCS(=O)(=O)O L-3-(N-morpholinyl)propanesulfonic acid